6-hexyl-4-(3-methylphenyl)quinolin C(CCCCC)C=1C=C2C(=CC=NC2=CC1)C1=CC(=CC=C1)C